5-(tert-butoxycarbonyl-amino)piperidine C(C)(C)(C)OC(=O)NC1CCCNC1